zinc tetrapropoxide [O-]CCC.[O-]CCC.[O-]CCC.[O-]CCC.[Zn+2].[Zn+2]